C(C1=CC=CC=C1)NC(C(O)C)=O N-benzyl-lactamide